3a,6-epoxyisobenzofuran-1(6H)-one C1(OCC23C=CC(C=C12)O3)=O